C12C=C(CC2C1)C=1N=CNC1C1CC1 4-(3-bicyclo[3.1.0]hex-2-enyl)-5-cyclopropyl-1H-imidazole